BrC=1C=C2CC[C@@H](C2=CC1)N1CCN(CC1)C[C@@H]1OC(OC1)(C)C 1-[(1S)-5-bromo-2,3-dihydro-1H-inden-1-yl]-4-{[(4S)-2,2-dimethyl-1,3-dioxolan-4-yl]methyl}piperazine